C(C)(C)(C)OC(=O)N1C(CCC1)C=CC(=O)NC=1C=C2C(=NC=NC2=CC1OC)NC1=C(C=C(C(=C1)C)OC1=CC=2N(C=C1)N=CN2)OC 2-(3-((4-((4-([1,2,4]triazolo[1,5-a]pyridin-7-yloxy)-2-methoxy-5-methylphenyl)amino)-7-methoxyquinazolin-6-yl)amino)-3-oxoprop-1-en-1-yl)pyrrolidine-1-carboxylic acid tert-butyl ester